2-chloro-4-(dibenzofuran-4-yl)-6-phenyl-1,3,5-triazine ClC1=NC(=NC(=N1)C1=CC=CC2=C1OC1=C2C=CC=C1)C1=CC=CC=C1